(difluoromethyl)-1-methyl-1H-imidazol FC(F)C=1N(C=CN1)C